4-(2-(2,2,7-trifluoro-3-oxo-6-(perfluorophenyl)-2,3-dihydro-4H-benzo[b][1,4]oxazin-4-yl)acetyl)thiomorpholine-3-carboxylate FC1(C(N(C2=C(O1)C=C(C(=C2)C2=C(C(=C(C(=C2F)F)F)F)F)F)CC(=O)N2C(CSCC2)C(=O)[O-])=O)F